FC1=CC2=C(CCO2)C=C1S(=O)(=O)N1CC(CC1)C=1C(=CC=2N(C1)N=CN2)C 6-(1-((6-fluoro-2,3-dihydrobenzofuran-5-yl)sulfonyl)pyrrolidin-3-yl)-7-methyl-[1,2,4]triazolo[1,5-a]pyridine